2-Ethyl-5-oxo-N-(4-((4-(4-(trifluoromethyl)piperidin-1-yl)phenyl)amino)benzyl)pyrrolidine-3-carboxamide C(C)C1NC(CC1C(=O)NCC1=CC=C(C=C1)NC1=CC=C(C=C1)N1CCC(CC1)C(F)(F)F)=O